(R)-(2-(benzofuran-3-yl)-1-((2-fluorophenyl)sulfonamido)ethyl)boronic acid O1C=C(C2=C1C=CC=C2)C[C@H](NS(=O)(=O)C2=C(C=CC=C2)F)B(O)O